N1=CN=CC(=C1)CC(=O)N1CCC2(C(C2)CNC(=O)N2CC=3C=NC=CC3C2)CC1 N-[[6-(2-pyrimidin-5-ylacetyl)-6-azaspiro[2.5]octan-2-yl]methyl]-1,3-dihydropyrrolo[3,4-c]pyridine-2-carboxamide